N1=NN(C2=NC=CC=C21)C2=CC(=C(C(=O)N(C1=NC=CC3=CC(=CC=C13)C=1OC=CN1)[C@H]1CN(CCC1)C(=O)OC(C)(C)C)C=C2)F tert-butyl (R)-3-(4-(3H-[1,2,3]triazolo[4,5-b]pyridin-3-yl)-2-fluoro-N-(6-(oxazol-2-yl)isoquinolin-1-yl)benzamido)piperidine-1-carboxylate